5-Fluoro-4-[3-(5-fluoro-2-pyridyl)-1-methyl-pyrazol-4-yl]-1H-pyrrolo[2,3-b]pyridine FC=1C(=C2C(=NC1)NC=C2)C=2C(=NN(C2)C)C2=NC=C(C=C2)F